N-(3-methyl-4-morpholinophenyl)acetamide CC=1C=C(C=CC1N1CCOCC1)NC(C)=O